COC1=C(C=C2C=CN=C(C2=C1)OC[C@H]1NC(C[C@H]1CCC)=O)C(=O)N 7-methoxy-1-{[(2s,3r)-5-oxo-3-propylpyrrolidin-2-yl]methoxy}isoquinoline-6-carboxamide